(1,1-dichloro-6-(trifluoromethoxy)hexan-2-ylidene)-4-methylbenzenesulfonohydrazide ClC(C(CCCCOC(F)(F)F)=NNS(=O)(=O)C1=CC=C(C=C1)C)Cl